(4-(4-amino-7-(1,1,1-trifluoropropan-2-yl)imidazo[5,1-f][1,2,4]triazin-5-yl)benzyl)-5-fluoro-2-methoxybenzamide NC1=NC=NN2C1=C(N=C2C(C(F)(F)F)C)C2=CC=C(CC=1C(=C(C(=O)N)C=C(C1)F)OC)C=C2